FC1=CC=C(C=C1)C=1C(=C(SC1)N)C1=CC=C(C=C1)F di(4-fluorophenyl)thiopheneamine